C1(CC1)C1=NN(C=2C(N(N=CC21)CC(=O)N[C@@H](C)C2=CC=C(C=C2)C(F)(F)F)=O)C (S)-2-(3-cyclopropyl-1-methyl-7-oxo-1,7-dihydro-6H-pyrazolo[3,4-d]pyridazin-6-yl)-N-(1-(4-(trifluoromethyl)phenyl)ethyl)acetamide